FC1=C(C(=C(C(=C1[B-](C1=C(C(=C(C(=C1F)F)F)F)F)(C1=C(C(=C(C(=C1F)F)F)F)F)C1=C(C(=C(C(=C1F)F)F)F)F)F)F)F)F.[SiH3+] (silylium) tetrakis(pentafluorophenyl)-borate